O=C1NC(CCC1N1CC2=CC=C(C=C2C1=O)OC(N(C1=CC(=C(C(=C1)F)F)Cl)C)=O)=O (2-(2,6-dioxopiperidin-3-yl)-3-oxoisoindolin-5-yl)methyl(3-chloro-4,5-difluorophenyl)carbamate